7-cyano-N-(2-(2,6-dioxopiperidin-3-yl)-1-oxoisoindolin-5-yl)indoline-1-carboxamide C(#N)C=1C=CC=C2CCN(C12)C(=O)NC=1C=C2CN(C(C2=CC1)=O)C1C(NC(CC1)=O)=O